9-chloro-1-methyl-6,7-dihydro-5H-benzo[c][1,2,3]triazolo[1,5-a]azepin-7-amine ClC1=CC2=C(C=3N(CCC2N)N=NC3C)C=C1